C(C)(C)(C)N1C[C@H]([C@@H](CC1)NC1=C2C=C(N(C2=CC=C1)CC(F)(F)F)C1=NOC(=N1)CNC(=O)C1=CN(C=C1)[C@@H](COC)C)F |&1:39| rac-N-{[3-(4-{[(3R,4R)-1-tert-butyl-3-fluoropiperidin-4-yl]amino}-1-(2,2,2-trifluoroethyl)-1H-indol-2-yl)-1,2,4-oxadiazol-5-yl]methyl}-1-(1-methoxypropan-2-yl)-1H-pyrrole-3-carboxamide